BrC1=NC(=CC(=C1)N1CCC(CC1)(O)C)SC (2-bromo-6-(methylthio)pyridin-4-yl)-4-methylpiperidin-4-ol